FC=1C=C(C=C2C=NN=C(C12)NC=1C=C(C=2N(C1)C=C(N2)C)F)N2C[C@H](N([C@H](C2)C)C(=O)OC(C)(C)C)C tert-butyl (2R,6S)-4-[8-fluoro-1-[(8-fluoro-2-methyl-imidazo[1,2-a]pyridin-6-yl)amino]phthalazin-6-yl]-2,6-dimethyl-piperazine-1-carboxylate